ClC1=C(C=C(OCC(=O)N[C@@H]2[C@H]3C[C@@H]([C@@H](C2)O3)C=3OC(=NN3)[C@@H]3C[C@@H](C3)OC(F)(F)F)C=C1)F |&1:10,11,13,14| 2-(4-chloro-3-fluorophenoxy)-N-[rac-(1R,2S,4R,5S)-5-{5-[cis-3-(trifluoromethoxy)cyclobutyl]-1,3,4-oxadiazol-2-yl}-7-oxabicyclo[2.2.1]hept-2-yl]acetamide